6-Chloro-4-[4-fluoro-2-(4-methyl-1,2,4-triazol-3-yl)phenyl]pyridine-2-carboxylic acid ClC1=CC(=CC(=N1)C(=O)O)C1=C(C=C(C=C1)F)C1=NN=CN1C